C1(=CC=CC=C1)C(=NC=1C=CC=C2C=C(N=CC12)C=1C=NN(C1)C)C1=CC=CC=C1 N-(diphenylmethylene)-3-(1-methyl-1H-pyrazol-4-yl)isoquinolin-8-amine